tert-butyl (E)-((5-chloro-6-(2-(isoxazol-3-yl)vinyl)-1-tosyl-1H-indol-2-yl)methyl)carbamate ClC=1C=C2C=C(N(C2=CC1\C=C\C1=NOC=C1)S(=O)(=O)C1=CC=C(C)C=C1)CNC(OC(C)(C)C)=O